O=C1NC(CCC1N1C(C2=CC=C(C=C2C1)O[C@@H]1[C@@H](CCCC1)N1CC(C1)C1=C(C#N)C=CC=C1)=O)=O (1-((cis)-2-((2-(2,6-dioxopiperidin-3-yl)-1-oxoisoindolin-5-yl)oxy)cyclohexyl)azetidin-3-yl)benzonitrile